(8-methoxy-4-methyl-2-oxo-1H-quinolin-6-yl)-2-(1-methyl-2-azabicyclo[2.1.1]hex-2-yl)-5,7-dihydrofuro[3,4-b]pyridine-3-carboxamide COC=1C=C(C=C2C(=CC(NC12)=O)C)C1=C2C(=NC(=C1C(=O)N)N1C3(CC(C1)C3)C)COC2